3-formylcrotonic acid n-butyl ester C(CCC)OC(\C=C(\C)/C=O)=O